tert-Butyl 4-benzyl-3-[methoxy(methyl)carbamoyl]piperazine-1-carboxylate C(C1=CC=CC=C1)N1C(CN(CC1)C(=O)OC(C)(C)C)C(N(C)OC)=O